F[B-](F)(F)F.C(C1=CC=C(C=C1)OC)[I+]C1=C(C=C(C=C1C(C)C)C(C)C)C(C)C (p-anisyl)-2,4,6-triisopropylphenyl-iodonium tetrafluoroborate